FC1=C(C(=O)N(C2=NC=CC3=CC=CC(=C23)C)[C@H]2CN(CCC2)C(=O)OC(C)(C)C)C=CC(=C1)NC1=NC=CC(=N1)CCCOC tert-butyl (R)-3-(2-fluoro-4-((4-(3-methoxypropyl)pyrimidin-2-yl) amino)-N-(8-methylisoquinolin-1-yl)benzamido)piperidine-1-carboxylate